N1=CC(=CC(=C1)C(=O)N1CCCC2=CC=CC=C12)C=1C=NC=CC1 [3,3'-Bipyridin]-5-yl(3,4-dihydroquinolin-1(2H)-yl)methanone